2-[1-(3-chloro-4-fluorophenyl)pyrazol-4-yl]propanoic acid ClC=1C=C(C=CC1F)N1N=CC(=C1)C(C(=O)O)C